NC1=CC=CC(=N1)S(=O)(=O)NC(=O)C=1C(=NC(=CC1)C(C)(C)C)N1CC2CC(C1)C2 N-[(6-amino-2-pyridyl)sulfonyl]-2-(3-azabicyclo[3.1.1]heptan-3-yl)-6-tert-butyl-pyridine-3-carboxamide